FC1=NC(=C2N=CN(C2=N1)C1OCCCC1)NC(\C=C(\CO)/C)C 2-fluoro-6-(E)-(1'-methyl-4-hydroxy-3-methylbut-2-en-1-ylamino)-9-(tetrahydro-2H-pyran-2-yl)-9H-purine